5-{[(1H-pyrazol-4-yl)amino]methyl}-1,3,4-thiadiazol N1N=CC(=C1)NCC1=NN=CS1